3,7-di(9H-carbazol-9-yl)-10H-phenoxazine C1=CC=CC=2C3=CC=CC=C3N(C12)C=1C=CC=2NC3=CC=C(C=C3OC2C1)N1C2=CC=CC=C2C=2C=CC=CC12